COC1=NN(C=C1C1=CC=CC=C1)C1=NC(=C2N=C(NC2=N1)C)N1CCOCC1 2-(3-methoxy-4-phenyl-1H-pyrazol-1-yl)-8-methyl-6-morpholino-9H-purin